C(C=C)(=O)OC(C1=CC=CC=C1)(C1=CC=CC=C1)C1=CC=CC=C1 triphenyl-methyl alcohol acrylate